1-(6-(8-hydroxy-1,4-dioxaspiro[4.5]decan-8-yl)pyridin-3-yl)-3-methylpyrrolidin-3-ol OC1(CCC2(OCCO2)CC1)C1=CC=C(C=N1)N1CC(CC1)(O)C